ClC=1C=C(C=CC1)NC1=NC=NC2=CC=CC=C12 4-(3-chlorophenylamino)quinazolin